(R)-3-((5-chloro-1H-indol-2-yl)methyl)-1-(1-((dimethylcarbamoyl)glycyl)piperidin-3-yl)-1-methylurea ClC=1C=C2C=C(NC2=CC1)CNC(N(C)[C@H]1CN(CCC1)C(CNC(N(C)C)=O)=O)=O